(trifluoromethylsulfonyl)methylLithium FC(S(=O)(=O)C[Li])(F)F